5-chloro-2,4',4'-trimethyl-7,8-dihydro-6H-spiro[[1,3]oxazolo[5,4-f]quinazoline-9,1'-cyclohexan]-7-one ClC=1C=C2C(=C3C1NC(NC31CCC(CC1)(C)C)=O)OC(=N2)C